NC=1C=C(C(=O)NC2=C(C=C(C=C2)F)CC(=O)OC(C)(C)C)C=CC1N1CCS(CC1)(=O)=O tert-butyl 2-(2-(3-amino-4-(1,1-dioxidothiomorpholino) benzamido)-5-fluorophenyl)acetate